ClC1=CC=C(C=C1)NC1C2=C(C=3N(CC1)N=NC3C)C=CC(=C2)C=2CCN(CC2)C(CC)=O 1-(4-(7-((4-chlorophenyl)amino)-1-methyl-6,7-dihydro-5H-benzo[c][1,2,3]triazolo[1,5-a]azepin-9-yl)-3,6-dihydropyridin-1(2H)-yl)propan-1-one